ClC1=C(C=CC=C1F)C1=CC(=C(C(=N1)C(CCC(=O)O)=O)O)C#N 4-[6-(2-Chloro-3-fluoro-phenyl)-4-cyano-3-hydroxy-pyridin-2-yl]-4-oxo-butyric acid